1-(furan-2-yl)ethan O1C(=CC=C1)CC